1'-Benzyl-2H-spiro[benzofuran-3,4'-piperidine]-6,7-dicarboxylic acid dimethyl ester COC(=O)C1=C(C2=C(C=C1)C1(CCN(CC1)CC1=CC=CC=C1)CO2)C(=O)OC